Cl[C@H](C(=O)OCC)CC=1C=C(C(=CC1Cl)F)C1=C(C(=C(C(=C1F)F)F)F)F ethyl (S)-2-chloro-3-(4-chloro-2',3',4',5',6,6'-hexafluoro-[1,1'-biphenyl]-3-yl)propanoate